8-(2-chloro-4-phenoxybenzoyl)-2-(piperidin-4-yl)-1,6-dihydropyrazolo[3,4-d]Pyrrolo[2,3-b]Pyridin-3(2H)-one ClC1=C(C(=O)C2=CNC3=NC=C4C(=C32)NN(C4=O)C4CCNCC4)C=CC(=C1)OC1=CC=CC=C1